ClC1=CC=2C(C3=CC(=CC=C3NC2C=C1)Cl)=O 2,7-dichloro-9-oxoacridine